FC1=C2C(C(=C(C(C2=C(C=C1)F)=O)CC1=CC=C(C(=N1)C#N)C(F)(F)F)C([2H])([2H])[2H])=O 6-((5,8-difluoro-3-(methyl-d3)-1,4-dioxo-1,4-dihydronaphthalen-2-yl)methyl)-3-(trifluoromethyl)picolinonitrile